The molecule is a non-proteinogenic L-alpha-amino acid that is an analogue of L-phenylalanine having a 2-phenylethyl rather than a benzyl side-chain. It has a role as a bacterial metabolite. C1=CC=C(C=C1)CC[C@@H](C(=O)O)N